N-(3-(n-pentoxy)propyl)-3-(pyrrolidinyl)propan-1-amine C(CCCC)OCCCNCCCN1CCCC1